3,6,9,12-tetraoxapentadeca-14-yn CCOCCOCCOCCOCC#C